C(C)OCCCNCCCOCC di(3-ethoxyn-propyl)amine